2-(8-(2,5-difluoro-4-methylbenzyl)imidazo[1,2-a]pyrazin-6-yl)-6-(ethoxymethyl)-5-fluoropyrimidin-4-ol FC1=C(CC=2C=3N(C=C(N2)C2=NC(=C(C(=N2)O)F)COCC)C=CN3)C=C(C(=C1)C)F